CC(C(=O)O)CCC(=O)O 2-methyl-1,5-pentanedioic acid